(5S)-3-Oxo-2-{[6-(trifluoromethyl)pyridin-3-yl]methyl}-2,3,5,6,7,8-hexahydro[1,2,4]triazolo[4,3-a]pyridin O=C1N(N=C2N1CCCC2)CC=2C=NC(=CC2)C(F)(F)F